FC1=CC2=C(C=CS2)C(=C1)N1CCN(CC1)CCC1=CC=C2CCC(N(C2=C1)C(C(=O)[O-])CC(C)C)=O (7-(2-(4-(6-fluorobenzothiophen-4-yl)piperazin-1-yl)ethyl)-2-oxo-3,4-dihydroquinoline-1(2H)-yl)-4-methylvalerate